2-((6-fluoro-[1,1'-biphenyl]-2-yl)amino)benzoic acid FC1=CC=CC(=C1C1=CC=CC=C1)NC1=C(C(=O)O)C=CC=C1